phenylarsenate C1(=CC=CC=C1)O[As]([O-])([O-])=O